C1(CC1)C1=NC=NC(=C1C=1N=C(C=2C(N1)=CN(N2)C)N(C)C([2H])([2H])C2=CC=C(C=C2)C=2N(C=C(N2)C(F)(F)F)C(C)C)OC 5-(4-cyclopropyl-6-methoxypyrimidin-5-yl)-N-((4-(1-isopropyl-4-(trifluoromethyl)-1H-imidazol-2-yl)phenyl)methyl-d2)-N,2-dimethyl-2H-pyrazolo[4,3-d]pyrimidin-7-amine